Ethyl 3-(2-bromo-5-(3,6-dihydro-2H-pyran-4-yl)phenyl)-4-nitrobutanoate BrC1=C(C=C(C=C1)C=1CCOCC1)C(CC(=O)OCC)C[N+](=O)[O-]